CN1C2=C(OCC1)N=CC(=C2C)S(=O)(=O)N2CCC1(C[C@H](CO1)NC[C@@H](COC=1C=C(C=CC1)S(=O)(=O)CC(=O)N)O)CC2 2-(3-((S)-3-((R)-8-(1,8-dimethyl-2,3-dihydro-1H-pyrido[2,3-b][1,4]oxazin-7-ylsulfonyl)-1-oxa-8-azaspiro[4.5]decan-3-ylamino)-2-hydroxypropoxy)phenylsulfonyl)acetamide